C(C)(C)(C)OC(=O)N1CC=CC=C1.O1CCC(CC1)N1N=CC2=CC=C(C=C12)COC=1C(=NC=CC1)C1CCCCN1 6-((1-(1-(tetrahydro-2H-pyran-4-yl)-1H-indazol-6-yl)methoxy)pyridin-2-yl)piperidine tert-Butyl-pyridine-1-carboxylate